C(C1=CC=CC=C1)OC1=CC=CC(=N1)S(=O)(=O)NC(=O)C=1C(=NC=CC1)N1C(CC(C1)C)(C)C N-[(6-Benzyloxy-2-pyridyl)sulfonyl]-2-(2,2,4-trimethylpyrrolidin-1-yl)pyridin-3-carboxamid